bisamidyl-silane [NH-][SiH2][NH-]